2-fluoro-5-((6-(4-(trifluoromethyl)phenyl)pyridin-2-yl)oxy)phenol FC1=C(C=C(C=C1)OC1=NC(=CC=C1)C1=CC=C(C=C1)C(F)(F)F)O